BrC1=CC(=C(C=C1Cl)C(C)=O)O (4-bromo-5-chloro-2-hydroxy-phenyl)ethanone